5-chloro-N-(3-chloro-4-(4-(4-methylpiperazin-1-yl)piperidin-1-yl)phenyl)-4-(3,4-dihydroisoquinolin-2(1H)-yl)pyrimidin-2-amine ClC=1C(=NC(=NC1)NC1=CC(=C(C=C1)N1CCC(CC1)N1CCN(CC1)C)Cl)N1CC2=CC=CC=C2CC1